6-[4-(difluoromethyl)phenyl]-N-[(2S)-1-hydroxyprop-2-yl]-3-oxo-2-(pyridin-3-yl)-2,3-dihydropyridazine-4-carboxamide FC(C1=CC=C(C=C1)C=1C=C(C(N(N1)C=1C=NC=CC1)=O)C(=O)N[C@H](CO)C)F